Cl(=O)(=O)O.S1C(=CC=C1)C1=CC=C(CN)C=C1 4-(2-thienyl)benzylamine chlorate